ClC=1C(=NC(=NC1)NC=1C=NN(C1)C1CCN(CC1)C1CC1)NCC[C@@H](C)N1C(CCC1)=O |r| rac-(R)-1-(4-((5-chloro-2-((1-(1-cyclopropylpiperidin-4-yl)-1H-pyrazol-4-yl)amino)pyrimidin-4-yl)amino)butan-2-yl)pyrrolidin-2-one